tert-butyl 6,6-difluoro-3-({6-[5-fluoro-4-(1H-pyrazol-4-yl)-1H-indazol-7-yl] pyridazin-3-yl} (methyl) amino)-8-azabicyclo[3.2.1]octane-8-carboxylate FC1(C2CC(CC(C1)N2C(=O)OC(C)(C)C)N(C)C=2N=NC(=CC2)C=2C=C(C(=C1C=NNC21)C=2C=NNC2)F)F